ClC=1C(=C(C(=NC1)C#N)F)I 5-chloro-3-fluoro-4-iodopicolinonitrile